2,2-bis-(4-(4-maleimidophenoxy)phenyl)propane C1(C=CC(N1C1=CC=C(OC2=CC=C(C=C2)C(C)(C)C2=CC=C(C=C2)OC2=CC=C(C=C2)N2C(C=CC2=O)=O)C=C1)=O)=O